(S)-2-(3-carbamoylpyrrolidin-1-yl)-5-hydroxy-N-(isoxazol-4-yl)-1-methyl-6-oxo-1,6-dihydropyrimidine-4-carboxamide C(N)(=O)[C@@H]1CN(CC1)C=1N(C(C(=C(N1)C(=O)NC=1C=NOC1)O)=O)C